2-(5-(((tert-butyldiphenylsilyl)oxy)methyl)-1,4-dioxane-2-yl)-2,2-difluoroethane-1-ol [Si](C1=CC=CC=C1)(C1=CC=CC=C1)(C(C)(C)C)OCC1OCC(OC1)C(CO)(F)F